Benzyl ((1S,2R)-2-((2-(2,6-dioxo-1-((2-(trimethylsilyl)ethoxy)methyl)piperidin-3-yl)-1-oxoisoindolin-5-yl)methyl) cycloheptyl)carbamate O=C1N(C(CCC1N1C(C2=CC=C(C=C2C1)C[C@@H]1[C@H](CCCCC1)NC(OCC1=CC=CC=C1)=O)=O)=O)COCC[Si](C)(C)C